C(C)(=O)C1=NN(C2=C(C=C(C=C12)C=1C=NC(=NC1)C)C)CC(=O)N1[C@@H]2C[C@@]2(C[C@H]1C(=O)NC(CC1=CSC=C1)C)C (1R,3S,5R)-2-(2-(3-acetyl-7-methyl-5-(2-methylpyrimidin-5-yl)-1H-indazol-1-yl)acetyl)-5-methyl-N-(1-(thiophen-3-yl)propan-2-yl)-2-azabicyclo[3.1.0]hexane-3-carboxamide